7-benzyloxy-4-(4-fluorophenyl)-3-isopropenyl-1-oxo-quinolin-1-ium C(C1=CC=CC=C1)OC1=CC=C2C(=C(C[N+](C2=C1)=O)C(=C)C)C1=CC=C(C=C1)F